methyl 3-(difluoromethyl)-1-methylindazole-6-carboxylate FC(C1=NN(C2=CC(=CC=C12)C(=O)OC)C)F